O1C(CCCC1)C1=C(C(=O)O)C=C(C(=C1O)O)O.CN1C(=NC(C=2NC=NC12)=O)N N3-methyl-guanine oxan-2-yl-3,4,5-trihydroxybenzoate